Cl.BrC1=CC=C(C=C1)C1=CC=C(N1C1=C(C=CC=C1)C(F)(F)F)C1=CC=C(C=C1)COCCN(C)C 2-[[4-[5-(4-bromophenyl)-1-[2-(trifluoromethyl)phenyl]pyrrol-2-yl]phenyl]methoxy]-N,N-dimethyl-ethanamine hydrochloride